ClC1=C(C=C(C=C1)N1CC(C2=NC(=CC=C21)C(=O)N2C(CN(CC2)C=2SC(=C(N2)C)C(=O)O)(C)C)(C)C)F 2-(4-(1-(4-chloro-3-fluorophenyl)-3,3-dimethyl-2,3-dihydro-1H-pyrrolo[3,2-b]pyridine-5-carbonyl)-3,3-dimethylpiperazin-1-yl)-4-methylthiazole-5-carboxylic acid